C(C)OP(OCC)(=O)COC(=O)C1C2C=CC(C1)C2 5-norbornen-2-ylcarbonyloxymethylphosphonic acid diethylester